N[C@@H]1CN(CCC1)C1=CC=C2C(N(C(=NC2=C1)C1=CC=C(C#N)C=C1)C1=CC=C(C=C1)OC)=O (S)-4-(7-(3-aminopiperidin-1-yl)-3-(4-methoxyphenyl)-4-oxo-3,4-dihydroquinazolin-2-yl)benzonitrile